BrC=1C=C2CN(CC2=CC1)C=1SC(=CN1)CC 2-(5-Bromoisoindolin-2-yl)-5-ethylthiazole